tert-butyl 3-((2-(N,N-bis(4-methoxybenzyl)sulfamoyl)-4-iodo-3-(2-(4-methoxybenzyl)-2H-tetrazol-5-yl)phenyl)sulfonyl)pyrrolidine-1-carboxylate COC1=CC=C(CN(S(=O)(=O)C2=C(C=CC(=C2C=2N=NN(N2)CC2=CC=C(C=C2)OC)I)S(=O)(=O)C2CN(CC2)C(=O)OC(C)(C)C)CC2=CC=C(C=C2)OC)C=C1